N[C@@H]1C2=CC=CC=C2CC12CCN(CC2)C=2NC(C1=C(N2)NN=C1C(=C)C1=C(C=CC(=C1)OC)F)=O (S)-6-(1-amino-1,3-dihydro-spiro[inden-2,4'-piperidin]-1'-yl)-3-(1-(2-fluoro-5-methoxyphenyl)vinyl)-1,5-dihydro-4H-pyrazolo[3,4-d]pyrimidin-4-one